C(C)(C)(C)OC(C(CC1=CC=C(C=C1)CC(=O)NC1=NC(=NC=C1)Cl)(C)C)=O 3-(4-(2-((2-Chloropyrimidin-4-yl)amino)-2-oxoethyl)phenyl)-2,2-dimethylpropanoic acid tert-butyl ester